di((Z)-non-2-en-1-yl)9-((4-(dimethylamino)butanoyl)oxy)heptadecane C(\C=C/CCCCCC)C(CCCCCCCC(CCCCCCCC)OC(CCCN(C)C)=O)C\C=C/CCCCCC